BrC=1C(=C(SC1C)C(=O)O)OC 4-bromo-3-methoxy-5-methylthiophene-2-carboxylic acid